tert-butyl (4R)-2-((E)-3-(pyridin-3-yl)acryloyl)-4-(2,3,5,6-tetrafluorophenyl)pyrrolidine-1-carboxylate N1=CC(=CC=C1)/C=C/C(=O)C1N(C[C@H](C1)C1=C(C(=CC(=C1F)F)F)F)C(=O)OC(C)(C)C